C(C1=CC=CC=C1)OC(=O)N1CC2(CC2)[C@@H](C1)N1C(=CC(C2=CC(=CC=C12)F)=C=O)C (S)-7-(6-fluoro-2-methyl-4-carbonylquinolin-1(4H)-yl)-5-azaspiro[2.4]heptane-5-carboxylic acid benzyl ester